3,5-Difluoro-4-((hydroxyimino)methyl)benzonitrile FC=1C=C(C#N)C=C(C1C=NO)F